2-[3-(4-Chloro-3-fluorophenyl)-1-methyl-1H-1,2,4-triazol-5-yl]-N-[(1H-indazol-5-yl)methyl]acetamid ClC1=C(C=C(C=C1)C1=NN(C(=N1)CC(=O)NCC=1C=C2C=NNC2=CC1)C)F